N=1C=NN2C1C(=CC=C2)CCCC2C(N1C(CO2)CNCC1)=O 3-(3-([1,2,4]triazolo[1,5-a]pyridin-8-yl)propyl)hexahydropyrazino[2,1-c][1,4]oxazin-4(3H)-one